4-fluoro-3-((7-oxo-5-oxa-2-azaspiro[3.4]oct-2-yl)sulfonyl)benzonitrile FC1=C(C=C(C#N)C=C1)S(=O)(=O)N1CC2(C1)OCC(C2)=O